NC1(CCC(CCC1)C)C(=O)OC methyl 1-amino-4-methylcycloheptanecarboxylate